FC1CNCCC1OC=1C=C(C(=O)N[C@H](C)C=2C=NC(=NC2)C(F)(F)F)C=C(C1)C=1SC(=CN1)C 3-{[3-Fluoropiperidin-4-yl]oxy}-5-(5-methyl-1,3-thiazol-2-yl)-N-{(1R)-1-[2-(trifluoromethyl)pyrimidin-5-yl]ethyl}benzamide